BrC1=CC=C(C=C1)C(=O)N1C=CC=C1 (4-bromophenyl)-pyrrol-1-yl-methanone